N(/N)=C\1/C2=C(NC=N1)N(N=C2)[C@H]2[C@@H]([C@@H]([C@H](C2)[C@@H](C#CC)O)O)O (1R,2S,3R,5R)-3-((E)-4-hydrazineylidene-4,7-dihydro-1H-pyrazolo[3,4-d]pyrimidin-1-yl)-5-((S)-1-hydroxybut-2-yn-1-yl)cyclopentane-1,2-diol